O=C1N(C(C2=CC=CC=C12)=O)N(CC(=O)[O-])C(NCC(=O)OCC)=O (1,3-dioxoisoindolin-2-yl)-N-((2-ethoxy-2-oxoethyl)carbamoyl)glycinate